perfluoro-butyl-sulfonic acid triphenyl-sulfonium salt C1(=CC=CC=C1)[S+](C1=CC=CC=C1)C1=CC=CC=C1.FC(C(C(C(F)(F)F)(F)F)(F)F)(S(=O)(=O)[O-])F